2-ethenyl-1-fluoro-4-nitrobenzene C(=C)C1=C(C=CC(=C1)[N+](=O)[O-])F